O.B([O-])([O-])[O-].[Na+].[Na+].[Na+] sodium borate, hydrate